COC1=C(C=O)C(=CC(=C1)Br)OC 2,6-dimethoxy-4-bromobenzaldehyde